9-chloro-1,1,3,3-tetramethyl-2,3-dihydro-1H-indeno[5',4':4,5]thieno[3,2-d]pyrimidine ClC=1C2=C(N=CN1)C1=C(S2)C=2C(CC(C2C=C1)(C)C)(C)C